N-(6-(((6-cyclopropyl-8-(3-methyl-2,4-dioxoimidazolidin-1-yl)imidazo[1,2-a]pyridin-2-yl)methyl-d2)amino)pyrimidin-4-yl)-2-(4-methylpyrimidin-2-yl)cyclopropane-1-carboxamide C1(CC1)C=1C=C(C=2N(C1)C=C(N2)C([2H])([2H])NC2=CC(=NC=N2)NC(=O)C2C(C2)C2=NC=CC(=N2)C)N2C(N(C(C2)=O)C)=O